methyl (S)-4-(3,5-difluoro-2-((R)-1-fluoroethyl) phenyl)-2-(fluoromethyl)-5-oxo-4,5,6,7-tetrahydro-1H-cyclopenta[b]pyridine-3-carboxylate FC=1C(=C(C=C(C1)F)[C@H]1C2=C(NC(=C1C(=O)OC)CF)CCC2=O)[C@@H](C)F